C(OC(C)OC=1N=NC(=CC1C(C)C)OC1=C(C=C(C=C1Cl)N1N=C(C(NC1=O)=O)C#N)Cl)(OCC)=O 1-((6-(2,6-dichloro-4-(6-cyano-3,5-dioxo-4,5-dihydro-1,2,4-triazin-2(3H)-yl)phenoxy)-4-isopropylpyridazin-3-yl)oxy)ethyl ethyl carbonate